5-(benzo[d][1,3]dioxol-5-yl)pyrimidin-2-amine O1COC2=C1C=CC(=C2)C=2C=NC(=NC2)N